1-((2-hydroxynaphthalen-1-yl)methyl)indol-2-one OC1=C(C2=CC=CC=C2C=C1)CN1C(CC2=CC=CC=C12)=O